3-(4-fluoro-3-methoxyphenyl)-N-((tetrahydro-2H-pyran-4-yl)methyl)propiolamide FC1=C(C=C(C=C1)C#CC(=O)NCC1CCOCC1)OC